[(1R)-1-[3-(difluoromethyl)-2-fluorophenyl]ethyl]amino-6-(4-hydroxyoxan-4-yl)-8-methyl-7H,8H-pyrido[2,3-d]pyrimidin-7-one FC(C=1C(=C(C=CC1)[C@@H](C)NC=1N=CC2=C(N1)N(C(C(=C2)C2(CCOCC2)O)=O)C)F)F